O=C1NC(CC[C@@H]1C1=CC=C(C=C1)N1CCOC2(C1)CCN(CC2)CC(=O)OC(C)(C)C)=O |r| rac-tert-butyl (R)-2-(4-(4-(2,6-dioxopiperidin-3-yl)phenyl)-1-oxa-4,9-diazaspiro[5.5]undecan-9-yl)acetate